C(CCCCCCC\C=C/CCCCCCCC)(=O)O.C(CCCCCCC\C=C/CCCCCCCC)(=O)O.C(CCCCCCCCCCC)NC(CC)N N-dodecyl-propanediamine dioleate